neopentyl glycol bis(2-methylbutyrate) CC(C(=O)OCC(C)(COC(C(CC)C)=O)C)CC